N-(2-fluoro-4-methyl-3-(2-((1-methyl-1H-pyrazol-4-yl)amino)-8,9-dihydroimidazo[1',2':1,6]pyrido[2,3-d]pyrimidin-6-yl)phenyl)pyridineamide FC1=C(C=CC(=C1C1=CC2=C(N=C(N=C2)NC=2C=NN(C2)C)N2C1=NCC2)C)NC(=O)C2=NC=CC=C2